1-(2-(3,4-dichloro-5-methyl-1H-pyrrole-2-carboxamido)-5-(5-oxo-4,5-dihydro-1,2,4-oxadiazol-3-yl)phenyl)piperidin-3-aminium chloride [Cl-].ClC1=C(NC(=C1Cl)C)C(=O)NC1=C(C=C(C=C1)C1=NOC(N1)=O)N1CC(CCC1)[NH3+]